FC1=CC(=[N+](C=C1)[O-])C(=O)OC 4-fluoro-2-(methoxycarbonyl)pyridine 1-oxide